C1(CC1)C1=NN(C=N1)C=1C=C(C=CC1)C1=NNC2=CC=C(C=C12)C1=NN=CN1C(C)C 3-(3-(3-cyclopropyl-1H-1,2,4-triazol-1-yl)phenyl)-5-(4-isopropyl-4H-1,2,4-triazol-3-yl)-1H-indazole